Ammonium fumarat C(\C=C\C(=O)[O-])(=O)[O-].[NH4+].[NH4+]